(tert-amyl)titanium C(C)(C)(CC)[Ti]